FC=1C=C(C=CC1F)C1=CC(=C(C(=C1)C(C)C)CC(=O)NS(=O)(=O)C1=CC=C(C=C1)CN(C)C)C(C)C 2-[4-(3,4-difluorophenyl)-2,6-bis(propan-2-yl)phenyl]-N-{4-[(dimethylamino)methyl]benzene-sulfonyl}acetamide